1-{[(4-methoxybenzyl)(4-dimethylaminobenzyl)amino]carbonyloxyethoxyethoxy}-5-{[(4-methoxybenzyl)(4-dimethylaminobenzyl)amino]carbonyloxyethoxyethoxy}-3-(dimethylamino)pentane COC1=CC=C(CN(C(=O)OCCOCCOCCC(CCOCCOCCOC(=O)N(CC2=CC=C(C=C2)N(C)C)CC2=CC=C(C=C2)OC)N(C)C)CC2=CC=C(C=C2)N(C)C)C=C1